4-(1-(4-(azetidin-3-yl)-2-fluorophenyl)-2-methyl-1H-imidazol-4-yl)-N-(1-(methylsulfonyl)piperidin-4-yl)-5-(trifluoromethyl)pyrimidin-2-amine N1CC(C1)C1=CC(=C(C=C1)N1C(=NC(=C1)C1=NC(=NC=C1C(F)(F)F)NC1CCN(CC1)S(=O)(=O)C)C)F